FC1=C(C=C(C(=C1)OCOC)F)B(O)O 2,5-difluoro-4-(methoxymethoxy)phenylboronic acid